1-((S)-4-((S)-7-(6-amino-4-methyl-3-(trifluoromethyl)pyridin-2-yl)-6-chloro-8-fluoro-2-(((S)-1-methyl-pyrrolidin-2-yl)methoxy)quinazolin-4-yl)-3-methylpiperazin-1-yl)prop-2-en-1-one NC1=CC(=C(C(=N1)C1=C(C=C2C(=NC(=NC2=C1F)OC[C@H]1N(CCC1)C)N1[C@H](CN(CC1)C(C=C)=O)C)Cl)C(F)(F)F)C